ethyl 3-(3-methoxy-4-methylphenylcarbamoyl)bicyclo[3.1.0]hexane-6-carboxylate COC=1C=C(C=CC1C)NC(=O)C1CC2C(C2C1)C(=O)OCC